COC=1C=C(C=2C(C(=C(OC2C1)C1=CC(O)=C(O)C=C1)O)=O)O 7-O-methyl-quercetin